1-(3,6-dichloro-pyridazin-4-yl)ethyl (1-methyl-4-(6-methyl-5-(methyl-sulfonamido)pyridin-2-yl)-1H-1,2,3-triazol-5-yl)carbamate CN1N=NC(=C1NC(OC(C)C1=C(N=NC(=C1)Cl)Cl)=O)C1=NC(=C(C=C1)NS(=O)(=O)C)C